(tert-butyl 4-((3-methyl-1H-pyrazolo[4,3-c]pyridin-1-yl) methyl) bicyclo[2.2.2]oct-1-yl) carbamate C(N)(OC12C(CC(CC1)(CC2)CN2N=C(C=1C=NC=CC12)C)C(C)(C)C)=O